C1(CC1)S(=O)(=O)N[C@H]1[C@@H](CCCC1)NC(=O)[C@H]1N(C[C@@H](C1)O)C([C@H](C(C)(C)C)N1N=NC(=C1)C1CC1)=O (2S,4R)-N-[(1R,2R)-2-(cyclopropylsulfonylamino)cyclohexyl]-1-[(2S)-2-(4-cyclopropyltriazol-1-yl)-3,3-dimethyl-butanoyl]-4-hydroxy-pyrrolidine-2-carboxamide